COC(C(OC)OC1=C(C=C(C(=C1)C1=NC=C(C=C1Cl)C(F)(F)F)F)Cl)=O 2-[2-Chloro-5-[3-chloro-5-(trifluoromethyl)-2-pyridinyl]-4-fluorophenoxy]-2-methoxy-acetic acid methyl ester